CC1=C(C=CC=C1)C1=NSC(=N1)C=1C=C2C=CN(C2=CC1)C(C)C 5-[3-(2-methylphenyl)-1,2,4-thiadiazol-5-yl]-1-(propan-2-yl)-1H-indole